ClC=1C(=C(CN2[C@@H](C[C@@](CC2)(C(=O)O)CC2=NC(=C(C(=C2)C2=NC=CC=N2)F)NC2=NNC(=C2)C)C)C=CC1)F (2R,4R)-1-(3-chloro-2-fluorobenzyl)-4-((5-fluoro-6-((5-methyl-1H-pyrazol-3-yl)amino)-4-(pyrimidin-2-yl)pyridin-2-yl)methyl)-2-methylpiperidine-4-carboxylic acid